C(#N)C=1C=NN2C1C(=CC(=C2)C=2C=NN(C2)CC(=O)N(C)C)C=2C=NC(=CC2)N2CCN(CC2)CC2=CC=C(C=C2)S(=O)(=O)C 2-(4-(3-cyano-4-(6-(4-(4-(methylsulfonyl)benzyl)piperazin-1-yl)pyridin-3-yl)pyrazolo[1,5-a]pyridine-6-yl)-1H-pyrazol-1-yl)-N,N-dimethylacetamide